C1(CC1)NC(C1=NC(=C(C=C1)N1CCN(CC1)CC1=CC(=NC=C1)NC(=O)NCC)F)=O N-cyclopropyl-5-(4-((2-(3-ethylureido)pyridin-4-yl)methyl)piperazin-1-yl)-6-fluoropicolinamide